C(C)(=O)C1=C(C=C(C=C1OCC)[C@@H](C)N(C(C)(C(=O)O)C)C(NCCCCC1=CC=CC=C1)=O)OCC N-[(1R)-1-(4-Acetyl-3,5-diethoxyphenyl)ethyl](4-phenylbutyl)carbamoyl-2-methylalanine